N-(4-{[6-chloro-2-(trifluoromethyl)quinolin-4-yl]amino}cyclohexyl)-2-(5-cyano-1-methyl-1H-pyrrol-2-yl)acetamide ClC=1C=C2C(=CC(=NC2=CC1)C(F)(F)F)NC1CCC(CC1)NC(CC=1N(C(=CC1)C#N)C)=O